ClC=1C2=C(N=C(N1)C=1N=NC=CC1)SC(=C2)C 4-chloro-6-methyl-2-(pyridazin-3-yl)thieno[2,3-d]pyrimidine